NC=C1N=C(OC1=O)C1=CC=CC=C1 4-(Amino-methylene)-2-phenyl-5(4H)-oxazolon